N,N-dimethyl-1-(p-toluenesulfonyl)pyridin-1-ium-4-amine chloride [Cl-].CN(C1=CC=[N+](C=C1)S(=O)(=O)C1=CC=C(C)C=C1)C